4-(oxetan-3-yloxy)-N-[(1R,3S)-3-(5-phenyl-1,3,4-oxadiazol-2-yl)cyclohexyl]-5-(trifluoromethyl)pyrimidin-2-amine O1CC(C1)OC1=NC(=NC=C1C(F)(F)F)N[C@H]1C[C@H](CCC1)C=1OC(=NN1)C1=CC=CC=C1